FC1=CC=C(C=C1)N(C(/C=C/C(=O)OCC)=O)C ethyl (E)-4-((4-fluorophenyl) (methyl) amino)-4-oxobut-2-enoate